ClC1=CC2=C(C=NN(C2=O)C)C(=N1)C1=C(C=C(C=C1)F)F 7-chloro-5-(2,4-difluorophenyl)-2-methyl-pyrido[3,4-d]pyridazin-1-one